2,2,6,6-tetramethyl-N-(5-(2-methyl-2H-indazol-5-yl)thiazol-2-yl)tetrahydro-2H-pyran-4-carboxamide CC1(OC(CC(C1)C(=O)NC=1SC(=CN1)C1=CC2=CN(N=C2C=C1)C)(C)C)C